(S)-N-((1H-pyrrolo[2,3-b]pyridin-2-yl)methyl)-7-((9,9-difluoro-9H-fluorene-3-carbonyl)glycyl)-1,4-dioxa-7-azaspiro[4.4]nonane-8-carboxamide N1C(=CC=2C1=NC=CC2)CNC(=O)[C@H]2N(CC1(OCCO1)C2)C(CNC(=O)C=2C=CC=1C(C3=CC=CC=C3C1C2)(F)F)=O